3-(2-{3-[(4-methanesulfonyl-2-methoxyphenyl)amino]prop-1-yn-1-yl}-1-(2,2,2-trifluoroethyl)-1H-indol-4-yl)-1-[(1S,4S)-4-(dimethylamino)cyclohexyl]urea CS(=O)(=O)C1=CC(=C(C=C1)NCC#CC=1N(C2=CC=CC(=C2C1)NC(NC1CCC(CC1)N(C)C)=O)CC(F)(F)F)OC